6-chloro-N-(5-chloro-1-cyclopropyl-1H-pyrazol-4-yl)-7-[3-(dimethylamino)pyrrolidin-1-yl]quinazolin-2-amine ClC=1C=C2C=NC(=NC2=CC1N1CC(CC1)N(C)C)NC=1C=NN(C1Cl)C1CC1